COC(=O)C1=NC(=NC(=C1I)N)N1CCC2(CC1)[C@@H](C1=CC=CC=C1C2)NS(=O)C(C)(C)C 6-amino-2-((1S)-1-((tert-butylsulfinyl)amino)-1,3-dihydrospiro[indene-2,4'-piperidin]-1'-yl)-5-iodopyrimidine-4-carboxylic acid methyl ester